7-chloro-10-(3-(4-chloro-3,5-dimethylphenoxy)propyl)-6-(3,5-dimethyl-1-((2-(trimethylsilyl)ethoxy)methyl)-1H-pyrazol-4-yl)-4-methyl-3,4-dihydropyrazino[1,2-a]indol-1(2H)-one ClC=1C=CC=2C(=C3N(C2C1C=1C(=NN(C1C)COCC[Si](C)(C)C)C)C(CNC3=O)C)CCCOC3=CC(=C(C(=C3)C)Cl)C